S1C=NC2=C1C=CC(=C2)CN2C(C(=CC(=C2)C2=NC(=NC(=C2)C)S(=O)(=O)CCC(C2=CC=CC=C2)OCC2=C(C=CC=C2)F)F)=O 1-(benzo[d]thiazol-5-ylmethyl)-3-fluoro-5-(2-(3-(2-fluorobenzyloxy)-3-phenylpropylsulfonyl)-6-methylpyrimidin-4-yl)pyridin-2(1H)-one